2-p-methylphenylhydrazine CC1=CC=C(C=C1)NN